C(CC(O)(C(=O)O)CC(=O)O)(=O)O.C(C=CC)(=O)N 2-butenamide citrate